C(C)(C)(C)C=1SC(=C(N1)C=1C(=C(C=CC1)NS(=O)(=O)C1=C(C=CC=C1F)F)OC)C1=NC(=NC=C1)NC1CCN(CC1)S(=O)(=O)N1CCNCC1 N-[3-(2-tert-Butyl-5-{2-[1-(piperazine-1-sulfonyl)-piperidin-4-ylamino]-pyrimidin-4-yl}-thiazol-4-yl)-2-methoxy-phenyl]-2,6-difluoro-benzenesulfonamide